F[C@@H]1[C@]2(CC[C@@](C[C@@H]1N(C)C1=NC=C(N=C1)C1=C(C=C(C(=C1)F)C1=CN=NC(=C1)OC)OCOC)(N2C(=O)[O-])C)C (1r,2s,3s,5s)-2-fluoro-3-([5-[5-fluoro-2-(methoxymethoxy)-4-(6-methoxypyridazin-4-yl) phenyl] pyrazin-2-yl] (methyl) amino)-1,5-dimethyl-8-azabicyclo[3.2.1]octane-8-carboxylate